2-Methoxy-nicotinic acid N-(1-tert-butyl-pentyl)-N'-(4-ethyl-benzoyl)-hydrazide C(C)(C)(C)C(CCCC)N(NC(C1=CC=C(C=C1)CC)=O)C(C1=C(N=CC=C1)OC)=O